5-chloro-1-((5-(2-methoxypyridin-4-yl)pyrazin-2-yl)methyl)-1H-indazole-7-carboxylic acid ClC=1C=C2C=NN(C2=C(C1)C(=O)O)CC1=NC=C(N=C1)C1=CC(=NC=C1)OC